FC(C(C(C(C(C(F)(F)F)(F)F)(F)F)(F)F)(F)F)(C1(C(=CC(=CC1)C(C(C(C(C(C(F)(F)F)(F)F)(F)F)(F)F)(F)F)(F)F)C=1C(=CC=CC1)C1=CC=CC=C1)C1=CC(=CC=C1C=O)C=O)F 2,5-bis(perfluorohexyl)-terphenyl-terephthalaldehyde